(R)-4-(5-cyclopropyl-7H-pyrrolo[2,3-d]pyrimidin-4-yl)-2-methylpiperazine-1-carboxylic acid tert-butyl ester C(C)(C)(C)OC(=O)N1[C@@H](CN(CC1)C=1C2=C(N=CN1)NC=C2C2CC2)C